C12(CC(C1)C2)NC(O[C@@H]2[C@@H](C[C@@H](C2)C2=CC(=NN2)NC(=O)C2=CC(=NN2C)OCC(F)F)OC)=O |o1:8,9,11| rel-(1S,2R,4S)-4-(3-(3-(2,2-difluoroethoxy)-1-methyl-1H-pyrazole-5-carboxamido)-1H-pyrazol-5-yl)-2-methoxycyclopentyl bicyclo[1.1.1]pentan-1-ylcarbamate